ClC1=NC(=CN=C1)N1N=CC=C1 2-chloro-6-(1H-pyrazol-1-yl)pyrazine